(S)-1-((R)-8-(1H-indol-3-ylsulfonyl)-1-oxa-8-azaspiro[4.5]decan-3-ylamino)-3-(3-(methoxymethylsulfonyl)phenoxy)propan-2-ol N1C=C(C2=CC=CC=C12)S(=O)(=O)N1CCC2(C[C@H](CO2)NC[C@@H](COC2=CC(=CC=C2)S(=O)(=O)COC)O)CC1